2-[1-(2,2-difluoroethyl)-1H-pyrazolo[3,4-b]pyrazin-6-yl]-8-[5-(trifluoromethyl)pyridin-2-yl]-2,8-diazaspiro[4.5]decane FC(CN1N=CC=2C1=NC(=CN2)N2CC1(CC2)CCN(CC1)C1=NC=C(C=C1)C(F)(F)F)F